NC1=NC=2C=C(C(=CC2C2=C1C=NN2C)C(=O)N(C)[C@@H]2COCC1=C2C=NC=C1F)F 4-amino-7-fluoro-N-((4S)-8-fluoro-3,4-dihydro-1H-pyrano[4,3-c]pyridin-4-yl)-N,1-dimethyl-1H-pyrazolo[4,3-c]quinoline-8-carboxamide